(E)-N-(4-((tert-butyldiphenylsilyl)oxy)phenyl)-1-(1-methyl-1H-indol-2-yl)ethan-1-imine [Si](C1=CC=CC=C1)(C1=CC=CC=C1)(C(C)(C)C)OC1=CC=C(C=C1)/N=C(\C)/C=1N(C2=CC=CC=C2C1)C